FC1=C(C=CC2=C1OC1=C2C=CC(=C1)C(F)(F)F)C1=CCC(CC1)CCC 4-fluoro-3-(4-propyl-cyclohex-1-enyl)-7-trifluoromethyl-dibenzofuran